5-oxa-2-azaspiro[3.4]octan-7-one HCl salt Cl.C1NCC12OCC(C2)=O